(4-(1H-1,2,4-Triazol-1-yl)phenyl)-[2,4'-bithiazole]-2'-amine N1(N=CN=C1)C1=CC=C(C=C1)C=1N=C(SC1)C=1N=C(SC1)N